3-(4-((4-(bromomethyl)phenyl)ethynyl)-1-carbonylisoindolin-2-yl)piperidine-2,6-dione BrCC1=CC=C(C=C1)C#CC1=C2CN(C(C2=CC=C1)=C=O)C1C(NC(CC1)=O)=O